ClC=1C=CC(=C(C1)C1=CC(=C(N=N1)CCCC(=O)OC)NC1=CC(=NC=C1)NC(CCN1CCN(CC1)C)=O)F methyl 4-(6-(5-chloro-2-fluorophenyl)-4-((2-(3-(4-methylpiperazin-1-yl)propanamido)pyridin-4-yl)amino)pyridazin-3-yl)butanoate